(2-(3-hydroxy-4-methoxyphenyl)-2-oxoethyl)-2,6-dimethylpyridin-4(1H)-one OC=1C=C(C=CC1OC)C(CN1C(=CC(C=C1C)=O)C)=O